(1R,6S)-2,2-difluoro-6-[6-(propan-2-yl)-3,6-diazabicyclo[3.1.1]heptan-3-yl]cyclohexan-1-amine FC1([C@@H]([C@H](CCC1)N1CC2N(C(C1)C2)C(C)C)N)F